meta-aminobenzyl carbonate C(OCC1=CC(=CC=C1)N)([O-])=O